BrC1=C2C[C@H]3N(C[C@H](C(O)=O)C=C3C=3C=CC=C(N1)C32)C 2-Bromolysergic Acid